Sorbitol Tetraoleate Laurate C(CCCCCCCCCCC)(=O)O.C(CCCCCCC\C=C/CCCCCCCC)(=O)O.C(CCCCCCC\C=C/CCCCCCCC)(=O)O.C(CCCCCCC\C=C/CCCCCCCC)(=O)O.C(CCCCCCC\C=C/CCCCCCCC)(=O)O.OC[C@H](O)[C@@H](O)[C@H](O)[C@H](O)CO